CC1=NC(=CC=C1O[C@@H]1C[C@H](CCC1)C(=O)O)C=1N=NN(C1CNC(=O)O[C@@H](C)C(C)C)C (1S,3S)-3-((2-methyl-6-(1-methyl-5-((((((S)-3-methylbutan-2-yl)oxy)carbonyl)amino)methyl)-1H-1,2,3-triazol-4-yl)pyridin-3-yl)oxy)cyclohexane-1-carboxylic acid